C(#N)C=1C(=NC(=CC1)OC)N1N(C(=C(C1=O)NC(C1=CC=C(C=C1)OC(F)F)=O)C1=C(C=C(C=C1F)OC)F)C N-[2-(3-cyano-6-methoxypyridin-2-yl)-5-(2,6-difluoro-4-methoxyphenyl)-1-methyl-3-oxo-2,3-dihydro-1H-pyrazol-4-yl]-4-(difluoromethoxy)benzamide